COC1=C(C=C(C(=C1)C(C)(C)C)O)C=CC(C=CC1=C(C=C(C(=C1)O)C(C)(C)C)OC)=O 1,5-bis(2-methoxy-4-tert-butyl-5-hydroxyphenyl)-1,4-pentadien-3-one